1-[2-(pyrimidin-5-yl)acetyl]pyrrolidine-2-carboxamide N1=CN=CC(=C1)CC(=O)N1C(CCC1)C(=O)N